N-(4-(6-fluoro-3,4-dihydroisoquinolin-2(1H)-yl)-2,6-dimethylphenyl)-5-methyl-oxazole-4-carboxamide FC=1C=C2CCN(CC2=CC1)C1=CC(=C(C(=C1)C)NC(=O)C=1N=COC1C)C